diethyl (5-oxo-1,3a,4,5,6,6a-hexahydropentalen-2-yl) phosphate P(=O)(OCC)(OCC)OC=1CC2CC(CC2C1)=O